9-(3-(Naphthalen-2-yl)phenyl)anthracene C1=C(C=CC2=CC=CC=C12)C=1C=C(C=CC1)C=1C2=CC=CC=C2C=C2C=CC=CC12